N1C=CC2=C(C=CC=C12)CN1CCN(CC1)C1=C(C(N(C2=CC=C(C=C12)F)C)=O)[N+](=O)[O-] 4-(4-((1H-indol-4-yl)methyl)piperazin-1-yl)-6-fluoro-1-methyl-3-nitroquinolin-2(1H)-one